FC=1C=C(NC2=CC=C(C(=N2)C(=O)NC2C(CC2)(C)C)OC)C=C(C1)F 6-(3,5-Difluoroanilino)-N-(2,2-dimethylcyclobutyl)-3-methoxy-pyridine-2-carboxamide